BrCCC/C=C/CCCCCC(OCCCCC)OCCCCC (7E)-11-bromo-1,1-dipentyloxy-7-undecene